C1=CC=C2C=CC=C3OC=4C=C(C=CC4C1=C23)NC2=C(C=CC=C2)Cl benzo[kl]xanthen-9-yl-(2-chlorophenyl)amine